(1aR,5aR)-2-Pyrazin-2-yl-1a,2,5,5a-tetrahydro-1H-2,3-diaza-cyclopropa[a]pentalene-4-carboxylic acid (1-carbamoyl-2,2-dimethyl-propyl)-amide C(N)(=O)C(C(C)(C)C)NC(=O)C=1C=2C[C@@H]3[C@H](C2N(N1)C1=NC=CN=C1)C3